2-(cyanoethyl)benzimidazole C(#N)CCC=1NC2=C(N1)C=CC=C2